NC1=CC=C(C=C1)C1=CC(=C(C=C1)C#N)C#N 4'-amino[1,1'-biphenyl]-3,4-dinitrile